C(#CC)C(CNC([O-])=O)CC 2-propynyl-butyl-carbamate